((2,5-dichlorobenzyl)thio)quinolin ClC1=C(CSC2=NC3=CC=CC=C3C=C2)C=C(C=C1)Cl